C(\C=C/CCCCCC)OC(CCCCCCCC(CCCCCCCC(=O)OC\C=C/CCCCCC)OC(CCCN(C)C)=O)=O 9-(4-(dimethylamino)butanoyloxy)heptadecanedioic acid bis((Z)-non-2-en-1-yl) ester